tert-butyl 4-indolin-4-ylpiperazine-1-carboxylate N1CCC2=C(C=CC=C12)N1CCN(CC1)C(=O)OC(C)(C)C